3-(4-Chloro-phenyl)-adamantane-1-carboxylic acid benzylamide C(C1=CC=CC=C1)NC(=O)C12CC3(CC(CC(C1)C3)C2)C2=CC=C(C=C2)Cl